methyl (E)-[4-[3-(4-bromophenyl)-3-[4-trifluoromethylphenyl]allyloxy]-2-methylphenoxy]acetate BrC1=CC=C(C=C1)/C(=C/COC1=CC(=C(OCC(=O)OC)C=C1)C)/C1=CC=C(C=C1)C(F)(F)F